BrC=1C=2N(C=C(C1)CO)C=C(N2)C(=O)OCC ethyl 8-bromo-6-(hydroxymethyl)imidazo[1,2-a]pyridine-2-carboxylate